FC1=CC(=C2CN(NC(C2=C1)=O)C)[N+](=O)[O-] 7-fluoro-3-methyl-5-nitro-3,4-dihydro-phthalazin-1(2H)-one